NC1=C(C(=NC=N1)OC1=C(C=C(C=C1)NC(=O)C=1C(=NN(C1C)C1=CC=CC=C1)C)F)Cl N-(4-((6-amino-5-chloro-pyrimidin-4-yl)oxy)-3-fluorophenyl)-3,5-dimethyl-1-Phenyl-1H-pyrazole-4-carboxamide